C(CCC)C1(CCC(OC1)=O)CC 5-butyl-5-ethyltetrahydro-2h-pyran-2-one